CC1(CC(C1)NC1=NN2C(C=N1)=C(C=C2)C=2C=NC=1N(C2)C(=CN1)C)C N-(3,3-dimethylcyclobutyl)-5-(3-methylimidazo[1,2-a]pyrimidin-6-yl)pyrrolo[2,1-f][1,2,4]triazin-2-amine